((6-(5-fluoro-2-((4-(2-(dimethylamino)ethyl)phenyl)amino)-6-cyclopropyl-7H-pyrrolo[2,3-d]pyrimidin-7-yl)pyridin-2-yl)imino)dimethyl-λ6-sulfanone FC1=C(N(C=2N=C(N=CC21)NC2=CC=C(C=C2)CCN(C)C)C2=CC=CC(=N2)N=S(=O)(C)C)C2CC2